C(C)S(=O)(=O)N=C1CC=C(NC=2C(=NC(=C(N2)NC)C=2C3=C(C=NC2)N(C=N3)C)C(=O)N)C=C1 (R)-3-[4-(ethylsulfonylimino)anilino]-5-(methylamino)-6-(3-methylimidazo[4,5-c]pyridin-7-yl)pyrazine-2-carboxamide